N-methyl-N-hydroxyethyl-p-methylaniline CN(C1=CC=C(C=C1)C)CCO